4-iodo-1-(tetrahydro-2H-pyran-2-yl)-1H-pyrazolo[3,4-B]pyridine IC1=C2C(=NC=C1)N(N=C2)C2OCCCC2